C[C@@H]1O[C@@H](CN(C1)C1=CC=CC(=N1)C1=NC2=CC(=NC=C2C=C1)[C@H](C)C1N(C2=CC(=CC=C2C1)C(=O)N)S(=O)(=O)C)C ((R)-1-(2-(6-((cis)-2,6-dimethylmorpholino)pyridin-2-yl)-1,6-naphthyridin-7-yl)ethyl)-1-(methylsulfonyl)indoline-6-carboxamide